BrC1=C(C2=C(N(C=N2)C)C=C1C)Cl 5-bromo-4-chloro-1,6-dimethyl-1H-benzo[d]imidazole